5-chloro-N-[3-fluoro-4-(2-{1-methyl-1H-pyrazolo[4,3-c]pyridin-7-yl}ethynyl)pyridin-2-yl]-2-methoxypyridine-3-sulfonamide ClC=1C=C(C(=NC1)OC)S(=O)(=O)NC1=NC=CC(=C1F)C#CC=1C2=C(C=NC1)C=NN2C